[Si](F)(F)F silicon tri-fluoride